3-chloro-6,7,8,9-tetrahydro-5H-pyridazino[3,4-b]Indole-6-carboxylic acid tert-butyl ester C(C)(C)(C)OC(=O)C1CC=2C3=C(NC2CC1)N=NC(=C3)Cl